(E)-N'-(2-fluoro-5-methoxybenzylidene)-6-(6-(methylsulfinyl)pyridin-3-yl)pyrazine-2-carbohydrazide FC1=C(\C=N\NC(=O)C2=NC(=CN=C2)C=2C=NC(=CC2)S(=O)C)C=C(C=C1)OC